C(C(C)C)OC(=O)OC(=O)C12CC(C1)(C2)C2CNC2 3-(3-isobutoxycarbonyloxycarbonyl-1-bicyclo[1.1.1]pentanyl)azetidine